CC1=NC=C(C=N1)NC(OC[C@@H]1OC2=C(C1)C1=C(N=C(S1)C1=C3N=CC(=NC3=CC(=C1)C)OC)C=C2F)=O (R)-(5-fluoro-2-(2-methoxy-7-methylquinoxalin-5-yl)-7,8-dihydrobenzofuro[5,4-d]thiazol-7-yl)methyl (2-methylpyrimidin-5-yl)carbamate